O[C@H]1[C@@H](CCC1)NC1=NC(=NC=C1C=O)SC 4-{[(1r,2r)-2-hydroxycyclopentyl]amino}-2-(methylsulfanyl)pyrimidine-5-carbaldehyde